N-[(2-{[(tert-butyldimethylsilyl)oxy]methyl}-1H-indol-6-yl)methyl]-6-(piperidin-1-yl)pyrido[2,3-b]pyrazin-3-amine [Si](C)(C)(C(C)(C)C)OCC=1NC2=CC(=CC=C2C1)CNC1=CN=C2C(=N1)N=C(C=C2)N2CCCCC2